C(C)[Si](CCCCCCCCCCCC)(C)C Ethyldimethyl-(dodecyl)silane